C1(=CC=CC=C1)C1=CC=C(C=C1)C1(SCCCS1)\C=C\C=C(C1=CC=C(C=C1)OC)C1=CC=C(C=C1)OC (E)-2-(4-phenylphenyl)-2-(4,4-bis(4-methoxyphenyl)-1,3-butadienyl)-1,3-dithiane